C(N)(=O)C=1C=C2C(=CN(C2=CC1)CC1=CC=C(C=C1)B(O)O)Cl 4-((5-carbamoyl-3-chloroindol-1-yl)methyl)phenylboronic acid